CN(CCN(C1=C(C=C(C(=C1)OC)NC=1N=CC2=C(N1)N(C(C(=C2)C2=CC(=CC=C2)OC)=O)C)NC(C=C)=O)C)C N-(2-((2-(dimethylamino)ethyl)(methyl)amino)-4-methoxy-5-((6-(3-methoxyphenyl)-8-methyl-7-oxo-7,8-dihydropyrido[2,3-d]pyrimidin-2-yl)amino)phenyl)acrylamide